C(CCCC)NC1CCC(CC1)N N-pentylcyclohexane-1,4-diamine